Cl.CN(CCC)C N,N-dimethyl-1-propanamine hydrochloride